CN1N=C(C(=C1)NC1=NC=C(C(=N1)OCC1CCC(CC1)NC(C)=O)F)C N-((1R,4R)-4-(((2-((1,3-dimethyl-1H-pyrazol-4-yl)amino)-5-fluoropyrimidin-4-yl)oxy)methyl)cyclohexyl)acetamide